BrC=1C(=CC(=C(C1)C(=O)C1CCC1)S)F (5-bromo-4-fluoro-2-mercaptophenyl)(cyclobutyl)methanone